4-(7,8-difluoro-6,11-dihydrodibenzo[b,e]thiepin-11-yl)-9-hydroxy-2-ethyl-1H-pyrido[1,2-a]pyrazine-1,3,8(2H,4H)-trione FC1=C(C=CC=2C(C3=C(SCC21)C=CC=C3)C3C(N(C(C=2N3C=CC(C2O)=O)=O)CC)=O)F